O.Cl(=O)(=O)(=O)[O-].[Ag+] silver(I) perchlorate monohydrate